2-((2-hydroxyethyl)amino)-1-(4-nitrophenyl)ethan-1-ol methyl-N-[[5-[1-(4-cyclopropyl-2,6-difluoro-phenyl)pyrazol-3-yl]-2-methyl-phenyl]methyl]carbamate CN(C(=O)OC(CNCCO)C1=CC=C(C=C1)[N+](=O)[O-])CC1=C(C=CC(=C1)C1=NN(C=C1)C1=C(C=C(C=C1F)C1CC1)F)C